COC1=C(CNC2=NC=3C=C(C(=CC3C=3N2N=C(N3)[C@H]3CN(CCC3)C=3C=NN(C3)C3C(CCC3)(O)C)F)OC)C=CC(=C1)OC 2-(4-((R)-3-(5-((2,4-dimethoxybenzyl)amino)-9-fluoro-8-methoxy-[1,2,4]triazolo[1,5-c]quinazolin-2-yl)piperidin-1-yl)-1H-pyrazol-1-yl)-1-methylcyclopentan-1-ol